C(C)OC(=O)C1=NNC=2C(CCCC12)=O 3-(ethoxycarbonyl)-7-oxo-4,5,6,7-tetrahydro-1H-indazol